FC1=C(C=C(C=C1)NC1=NC=C(C(=N1)N1C=NC(=C1)C(=O)NC(CO)C1=CC(=CC=C1)Cl)C)N1CCOCC1 1-(2-((4-fluoro-3-morpholinophenyl)amino)-5-methylpyrimidin-4-yl)-N-(1-(3-chlorophenyl)-2-hydroxyethyl)-1H-imidazole-4-carboxamide